CN1C=NC=C1C(C)C 1-methyl-5-(propan-2-yl)-1H-imidazol